COC1=CC=C(C=C1)C(CC(=O)C1=CC=C(C=C1)C(C)(C)C)=O 1-(4-methoxyphenyl)-3-(4-t-butylphenyl)-1,3-propanedione